[Ga+3].[AsH4+] arsonium gallium